(2R)-3-(4-cyanophenyl)-2-{[(1,2,3,5,6,7-hexahydro-s-indacen-4-yl)carbamoyl]Oxy}propionic acid C(#N)C1=CC=C(C=C1)C[C@H](C(=O)O)OC(NC1=C2CCCC2=CC=2CCCC12)=O